C1(CCCCC1)P(C1=C(C=CC=C1)C=1N(C2=CC=CC=C2C1)C)C1CCCCC1 2-[2-(Dicyclohexylphosphino)phenyl]-N-methylindole